FC1=C(C(=CC=C1)F)NC(C1=C(C=C(C=C1)N1N=C(N(C1=O)CC)CO)O[C@H](C(F)(F)F)C)=O N-(2,6-difluorophenyl)-4-[4-ethyl-3-(hydroxymethyl)-5-oxo-4,5-dihydro-1H-1,2,4-triazol-1-yl]-2-{[(2S)-1,1,1-trifluoropropan-2-yl]oxy}benzamide